(R)-N-(5-chloro-4-(5,5-dimethyl-5,6-dihydro-4H-pyrrolo[1,2-b]pyrazol-3-yl)pyridin-2-yl)-2-(6-cyanopyridin-2-yl)propionamide ClC=1C(=CC(=NC1)NC([C@H](C)C1=NC(=CC=C1)C#N)=O)C1=C2N(N=C1)CC(C2)(C)C